OCCN(C1=CC=C(C=C1)C1=NC2=CC(=C(C=C2C(N1)=O)OC)OC)CCO 2-(4-(bis(2-hydroxyethyl)amino)phenyl)-6,7-dimethoxyquinazolin-4(3H)-one